ClC=1C=C(C(=C(C=NC(C(=O)O)CC2=CC=C(C=C2)O)C1)OC(C(C)C)=O)OC(C1=CN=CC=C1)=O 2-(5-chloro-2-(isobutyryloxy)-3-(nicotinoyl-oxy)benzylideneamino)-3-(4-hydroxyphenyl)-propanoic acid